CN1N=CC(=C1)N1C(C2=CC=C(C=C2CC1)C(=O)O)=O 2-(1-methyl-1H-pyrazol-4-yl)-1-oxo-1,2,3,4-tetrahydroisoquinoline-6-carboxylic acid